CC=1C=CC2=C(N(C3=C(N=C2N2CCNCC2)C=CC=C3)C3CC3)C1 3-methyl-5-cyclopropyl-11-(piperazin-1-yl)-5H-dibenzo[b,e][1,4]diazepine